thiepan S1CCCCCC1